(1-(1H-indol-3-yl)hexan-2-yl)-6-(4-methylpiperazin-1-yl)benzofuran-2-carboxamide N1C=C(C2=CC=CC=C12)CC(CCCC)C1=C(OC2=C1C=CC(=C2)N2CCN(CC2)C)C(=O)N